2-((2R,5S)-2-(3-((R)-2-(dimethylamino)propoxy)phenyl)-5-methylpiperidin-1-yl)-2-oxoacetamide CN([C@@H](COC=1C=C(C=CC1)[C@@H]1N(C[C@H](CC1)C)C(C(=O)N)=O)C)C